(R)-1-(1-(4-((1,1-Dioxidothietan-3-yl)methoxy)-6-(3-methoxytetrahydrofuran-3-yl)pyridine-2-yl)-3-methyl-1H-pyrazolo[4,3-c]pyridine-6-yl)urea O=S1(CC(C1)COC1=CC(=NC(=C1)[C@]1(COCC1)OC)N1N=C(C=2C=NC(=CC21)NC(=O)N)C)=O